C(C)OC1C=C(CCC2C(CC2C(C1)(C)OCC)(C)C)C 6,8-diethoxy-4,8,11,11-tetramethylbicyclo[7.2.0]undec-4-ene